6-(4-((6-chloro-5-isopropylpyridazin-3-yl)oxy)piperidin-1-yl)-2-methyl-1,2,4-triazine-3,5(2H,4H)-dione ClC1=C(C=C(N=N1)OC1CCN(CC1)C=1C(NC(N(N1)C)=O)=O)C(C)C